4-Fluoro-salicylic acid FC=1C=C(C(C(=O)O)=CC1)O